[Zr].C(C)(C)NC(C)=NC(C)C.C(C)(C)NC(C)=NC(C)C.C(C)(C)NC(C)=NC(C)C tris(N,N'-diisopropylacetamidine) zirconium